2-(6-(pyrazolo[1,5-a]pyridin-3-yl)pyridin-2-yl)-2,5-diazabicyclo[2.2.2]octane N1=CC(=C2N1C=CC=C2)C2=CC=CC(=N2)N2C1CNC(C2)CC1